(S)-N-(5-((5-chloro-4-((2-(1-methyl-1H-pyrazol-3-yl)phenyl)amino)pyrimidin-2-yl)amino)-4-methoxy-2-(methyl-(1-methylpyrrolidin-3-yl)amino)phenyl)acrylamide ClC=1C(=NC(=NC1)NC=1C(=CC(=C(C1)NC(C=C)=O)N([C@@H]1CN(CC1)C)C)OC)NC1=C(C=CC=C1)C1=NN(C=C1)C